3-(4-Hydroxy-3-nitrophenyl)-1-[4-(2-methoxyethoxy)phenyl]prop-2-en-1-one OC1=C(C=C(C=C1)C=CC(=O)C1=CC=C(C=C1)OCCOC)[N+](=O)[O-]